N,N-Dimethyl-2-(4-(2-(5-phenyl-1H-imidazol-2-yl)pyridin-4-yl)-1H-pyrazol-1-yl)acetamide trifluoroacetate salt FC(C(=O)O)(F)F.CN(C(CN1N=CC(=C1)C1=CC(=NC=C1)C=1NC(=CN1)C1=CC=CC=C1)=O)C